FC1=CC(=C(C=C1)NC1=C(C(=O)O)C=CC(=C1)OC(F)(F)F)C 2-((4-fluoro-2-methylphenyl)amino)-4-(trifluorometh-oxy)benzoic acid